N1C=C(C2=CC=CC=C12)C(C(N(C([2H])([2H])[2H])C([2H])([2H])[2H])([2H])[2H])[2H] 2-(1H-indol-3-yl)-N,N-bis(methyl-d3)ethan-1-amine-1,1,2-d3